Manganese tetrakis(boranophenyl)porphyrin C1(=C2C(=CC=C1)B2)C2=C1C=CC(C(=C3C=CC(=C(C=4C=CC(=C(C5=CC=C2N5)C5=C2C(=CC=C5)B2)N4)C4=C2C(=CC=C4)B2)N3)C3=C2C(=CC=C3)B2)=N1.[Mn]